3-hydroxy-5-benzyl-1H-1,2,4-triazole OC1=NNC(=N1)CC1=CC=CC=C1